2-(4-cyclopropyl-6-methoxy-pyrimidin-5-yl)-4-[[4-[1-methyl-4-(trifluoromethyl)imidazol-2-yl]phenyl]methoxy]-5-(1H-pyrazol-4-yl)pyrimidine C1(CC1)C1=NC=NC(=C1C1=NC=C(C(=N1)OCC1=CC=C(C=C1)C=1N(C=C(N1)C(F)(F)F)C)C=1C=NNC1)OC